tert-butyl (R)-(tert-butoxycarbonyl)(9-(6-(3-((tert-butoxycarbonyl)amino)-3-(cyclopropylcarbamoyl)pyrrolidin-1-yl)-4-chloro-3-fluoro-2-formylbenzyl)-9H-purin-6-yl)carbamate C(C)(C)(C)OC(=O)N(C(OC(C)(C)C)=O)C1=C2N=CN(C2=NC=N1)CC1=C(C(=C(C=C1N1C[C@](CC1)(C(NC1CC1)=O)NC(=O)OC(C)(C)C)Cl)F)C=O